(1-(hydroxymethyl)cyclobutyl)methyl 4-methylbenzenesulfonate CC1=CC=C(C=C1)S(=O)(=O)OCC1(CCC1)CO